(S)-2-allyl-5-((4-((2-hydroxy-1-phenylethyl)amino)-5-(5-methyl-1,3,4-oxadiazol-2-yl)pyrimidin-2-yl)amino)-3,3-dimethylisoindolin-1-one C(C=C)N1C(C2=CC=C(C=C2C1(C)C)NC1=NC=C(C(=N1)N[C@H](CO)C1=CC=CC=C1)C=1OC(=NN1)C)=O